BrC=1C=C2C(=C(NC2=C(C1)F)C1=CC=C(C=C1)F)CCC(=O)N[C@@H](CO)C 3-[5-bromo-7-fluoro-2-(4-fluorophenyl)-1H-indol-3-yl]-N-[(1R)-2-hydroxy-1-methyl-ethyl]Propionamide